2,3,5-TRIPHENYL-2H-tetrazolium chloride C1=CC=C(C=C1)C2=NN([N+](=N2)C3=CC=CC=C3)C4=CC=CC=C4.[Cl-]